C(C)(C)C1=CC=C(C=C1)C(C)C1=CC=2NC3=CC=CC=C3SC2C=C1 2-(1-(4-isopropylphenyl)ethyl)-10H-phenothiazine